(S)-4-(2-(1-ethyl-3-(trifluoromethyl)-1H-pyrazol-4-yl)-3-fluorophenyl)-4,5,6,7-tetrahydrothieno[2,3-c]pyridine-2-carbonitrile C(C)N1N=C(C(=C1)C1=C(C=CC=C1F)[C@H]1C2=C(CNC1)SC(=C2)C#N)C(F)(F)F